CC1(OC2=CC(=CC=C2C(C1)=O)C1=CNC=2N=C(N=CC21)NC2=CC=NC=C2)C 2,2-dimethyl-7-(2-(pyridin-4-ylamino)-7H-pyrrolo[2,3-d]pyrimidin-5-yl)chroman-4-one